C(CCCCCCC\C=C/CCCCCCCC)(=O)OC1C(O1)OC(CCCCCCC\C=C/CCCCCCCC)=O epoxy-ethylene glycol dioleate